ClC=1C(=CC(=C(C1)S(=O)(=O)Cl)OC)C 5-chloro-2-methoxy-4-methyl-benzenesulfonyl chloride